(R)-2-((1-(2-(bis(4-methoxybenzyl)amino)pyridin-3-yl)ethyl)amino)ethan-1-ol COC1=CC=C(CN(C2=NC=CC=C2[C@@H](C)NCCO)CC2=CC=C(C=C2)OC)C=C1